BrC=1C=NC(=NC1)C(F)(F)F 5-bromo-2-(trifluoro-methyl)pyrimidine